Ethylmethyl-imidazolium tetrafluoroborate F[B-](F)(F)F.C(C)[N+]1=C(NC=C1)C